tert-Butyl (2-(2-(2-(3-(2-(2,6-dioxopiperidin-3-yl)-1-oxoisoindolin-4-yl)propoxy)ethoxy)ethoxy)ethyl)carbamate O=C1NC(CCC1N1C(C2=CC=CC(=C2C1)CCCOCCOCCOCCNC(OC(C)(C)C)=O)=O)=O